ClC1=C(C=CC=C1Cl)N1CCN(CC1)CC[C@@H]1C[C@H](C1)N trans-3-(2-(4-(2,3-dichlorophenyl)piperazin-1-yl)ethyl)cyclobutane-1-amine